CC1(CCC2(OCCO2)CC1)C#N 8-methyl-1,4-dioxaspiro[4.5]decane-8-carbonitrile